ClC1=NC(=CC(=C1)B(O)O)O 2-CHLORO-6-HYDROXYPYRIDINE-4-BORONIC ACID